1-(4-tolyl)cyclohexane C1(=CC=C(C=C1)C1CCCCC1)C